[Cl-].ClC(C)C(=O)CC 2-chloropropione chloride